C(CCCC(=O)ON1C(CCC1=O)=O)(=O)ON1C(CCC1=O)=O bis(2,5-dioxopyrrolidin-1-yl) pentanedioate